ClC=1C=C(CN2C3=C(C(=C(C2=O)O)C(=O)O)SC=C3)C=CC1 4-(3-chlorobenzyl)-6-hydroxy-5-oxo-4,5-dihydrothieno[3,2-b]pyridine-7-carboxylic acid